C(#N)C1=CC=C(S1)C1=CC=C(O[C@H]2[C@H](CCC2)NS(=O)(=O)C(C)C)C=C1 Propane-2-sulfonic acid {(1S,2R)-2-[4-(5-cyano-thiophen-2-yl)-phenoxy]-cyclopentyl}-amide